FC(CO)(CN1[C@@H](C=2NC3=CC=CC=C3C2C[C@H]1C)C1=NC=CC(=C1F)OCCNCCCF)F 2,2-difluoro-3-((1S,3R)-1-(3-fluoro-4-(2-((3-fluoropropyl)amino)ethoxy)pyridin-2-yl)-3-methyl-1,3,4,9-tetrahydro-2H-pyrido[3,4-b]indol-2-yl)propan-1-ol